BrC1=C(C(=O)NS(=O)(=O)C2=CC(=C(C=C2)NCC2CCOCC2)[N+](=O)[O-])C=CC(=C1)N1CCC2(CC(C2)=O)CC1 2-bromo-N-((3-nitro-4-(((tetrahydro-2H-pyran-4-yl)methyl)amino)phenyl)sulfonyl)-4-(2-oxo-7-azaspiro[3.5]nonan-7-yl)benzamide